CC=1C=C2C=C(CN(C2=CC1)S(=O)(=O)C1=CC=C(C)C=C1)C1=CC=CC=C1 6-methyl-3-phenyl-1-tosyl-1,2-dihydroquinoline